Cl.COC1C(NCC1O)CC1=CC=C(C=C1)OC 3-Methoxy-4-hydroxy-2-(4-methoxybenzyl)-pyrrolidine hydrochloride